C1(CCC1)C1=NN2C(=NC(=CC2=N1)NC(C)=O)C=1OC(=CC1)C N-[2-cyclobutyl-5-(5-methylfuran-2-yl)-[1,2,4]triazolo[1,5-c]pyrimidin-7-yl]acetamide